FC(C=1C(=C(C=CC1)[C@@H](C)NC=1C=2C(N=C(N1)C)=C(C(N(C2)C2(CC2)CF)=O)C2(CCNCC2)O)F)F (R)-4-((1-(3-(difluoromethyl)-2-fluorophenyl)ethyl)amino)-6-(1-(fluoromethyl)cyclopropyl)-8-(4-hydroxypiperidin-4-yl)-2-methylpyrido[4,3-d]pyrimidine-7(6H)-one